3-(6-oxo-1'-(2-phenoxybenzyl)-6,8-dihydro-2H,7H-spiro[furo[2,3-e]isoindole-3,4'-piperidin]-7-yl)piperidine-2,6-dione O=C1N(CC2=C3C(=CC=C12)C1(CCN(CC1)CC1=C(C=CC=C1)OC1=CC=CC=C1)CO3)C3C(NC(CC3)=O)=O